3-(naphthalen-1-yl)-N-(3-(naphthalen-2-yl)phenyl)aniline methyl-3-(5-amino-3-chloro-1-pyrimidin-2-yl-pyrazol-4-yl)cyclopent-2-ene-1-carboxylate COC(=O)C1C=C(CC1)C=1C(=NN(C1N)C1=NC=CC=N1)Cl.C1(=CC=CC2=CC=CC=C12)C=1C=C(NC2=CC(=CC=C2)C2=CC3=CC=CC=C3C=C2)C=CC1